(1R)-1-{5-[4-(Trifluoromethyl)-1,3-oxazol-5-yl]-1,2,4-oxadiazol-3-yl}-6-azaspiro[2.5]octan-6-sulfonamid FC(C=1N=COC1C1=NC(=NO1)[C@@H]1CC12CCN(CC2)S(=O)(=O)N)(F)F